5-(4-hydroxyphenyl)pyrimidin-2-ol OC1=CC=C(C=C1)C=1C=NC(=NC1)O